3-(3,5-difluorophenyl)propanoate FC=1C=C(C=C(C1)F)CCC(=O)[O-]